OC=1C=C(C=C(C1CC)O)CCC1=CC(=C(C(=C1)O)CC)O 1,2-bis(3,5-dihydroxy-4-ethylphenyl)ethane